ClC=1C(=C(C=O)C(=CC1)F)F 3-chloro-2,6-difluoro-benzaldehyde